FC(OCC1NCCC1)F 2-((difluoromethoxy)methyl)pyrrolidin